C(C)N1C=[N+](C=C1)CCOC 1-ethyl-3-(2-methoxyethyl)imidazolium